C(C)(C)(C)OC(=O)N[C@H](C(=O)N[C@H](C(=O)OC)C[C@H]1C(NCC1)=O)CC(C)(C)F (S)-methyl 2-((S)-2-((tert-butoxycarbonyl)amino)-4-fluoro-4-methylpentanamido)-3-((S)-2-oxopyrrolidin-3-yl)propanoate